O[C@@H](C(=O)O)[C@H](C(=O)O)O.BrC1=CC2=C(N=C(C=3N2C=NN3)N3CC(C3)NC)N=C1 1-(8-bromopyrido[2,3-e][1,2,4]triazolo[4,3-a]pyrazin-4-yl)-N-methylazetidin-3-amine (2R,3R)-2,3-dihydroxysuccinic acid salt